O1C=CC2=C1C=C(C=C2)COC2=C(C=C1C=C(NC1=C2)CNC(=O)C2(CC2)C)Cl N-({6-[(1-benzofuran-6-yl)methoxy]-5-chloro-2-indolyl}methyl)1-methylcyclopropanecarboxamide